2-(2-((5-Bromo-2-((2-methoxy-8-(4-methylpiperazin-1-yl)-6,6a,7,8,9,10-hexahydroBenzo[b]pyrido[1,2-d][1,4]oxazin-3-yl)amino)pyrimidin-4-yl)amino)-5-fluorophenyl)propan-2-ol BrC=1C(=NC(=NC1)NC=1C(=CC2=C(OCC3N2CCC(C3)N3CCN(CC3)C)C1)OC)NC1=C(C=C(C=C1)F)C(C)(C)O